3-(methylpropionyloxymethyl)-3-ethyloxetane CC(C1(COC1)CC)OC(CC)=O